ClC=1C=C(C(=NC1)OC(F)F)C(=O)N(C)OC 5-chloro-2-(difluoromethoxy)-N-methoxy-N-methyl-pyridine-3-carboxamide